NCC1=NNC(C2=CC=C(C=C12)C1=C(N(N=C1)C)C=1C=C2C=CC=CN2C1C#N)=O 2-[4-[4-(aminomethyl)-1-oxo-2H-phthalazin-6-yl]-2-methyl-pyrazol-3-yl]indolizine-3-carbonitrile